C(C=C)(=O)N1C[C@@H](N(CC1)C=1C2=C(N(C(N1)=O)C=1C(=NC=CC1C)C(C)C)N=C(C(=C2)C#N)C2=C(C=CC(=C2)C)F)C (S)-4-(4-acryloyl-2-methylpiperazin-1-yl)-7-(2-fluoro-5-methylphenyl)-1-(2-isopropyl-4-methylpyridin-3-yl)-2-oxo-1,2-dihydropyrido[2,3-d]pyrimidine-6-carbonitrile